BrC1=CC=C(C=C1)C1=CC(=NN1)NC=1C=NN(C1)CCOCC 5-(4-bromophenyl)-N-(1-(2-ethoxyethyl)-1H-pyrazol-4-yl)-1H-pyrazol-3-amine